C(C)(C)(C)OC(=O)N[C@@H](C(C)C)C(=O)N1[C@@H](CCC1)C(=O)O N-(N-tert-butyloxycarbonyl-L-valyl)-L-proline